4-chloro-5-(furan-2-yl)-1-(tetrahydro-2H-pyran-2-yl)-6-(trifluoromethyl)-1H-indazole ClC1=C2C=NN(C2=CC(=C1C=1OC=CC1)C(F)(F)F)C1OCCCC1